C(C)S(=O)(=O)C1=NN2C(N=CC(=C2)C2=CC=CC=C2)=C1C1=NC2=C(C=NC(=C2)C(F)(F)F)N1C 2-(2-(ethylsulfonyl)-6-phenylpyrazolo[1,5-a]pyrimidin-3-yl)-3-methyl-6-(trifluoromethyl)-3H-imidazo[4,5-c]pyridine